tri-methylammonium fluoride [F-].C[NH+](C)C